N1N=CC2=C(C=CC=C12)N1N=NC(=C1)CC=1N=C2N(C=C(C=C2)CN)C1 1-[2-[[1-(1H-indazol-4-yl)triazol-4-yl]methyl]imidazo[1,2-a]pyridin-6-yl]methylamine